C(#N)C1=CC=C(C=C1)C1=C2CN(CC2=CC(=C1)NCC(CO)OC)C#N 4-(4-cyanophenyl)-6-((3-hydroxy-2-methoxypropyl)amino)isoindoline-2-carbonitrile